mercapto-3,6,9-trithiaundecane SCCSCCSCCSCC